N-(5-bromo-thiophen-2-yl)-4-iodo-benzamide BrC1=CC=C(S1)NC(C1=CC=C(C=C1)I)=O